C([13CH](O)[13CH3])(=O)[O-] [2,3-13C2]lactate